C(CC)N(C1=CC=C2C(=C(C(OC2=C1)=O)/C=C/C1=CC=C(C(=O)C2=C(C(=C(C(=C2F)F)S(=O)(=O)[O-])F)F)C=C1)CC)CCC.[Na+] sodium (E)-4-(4-(2-(7-(dipropylamino)-4-ethyl-coumarin-3-yl)vinyl)-benzoyl)-2,3,5,6-tetrafluorobenzene-sulfonate